CC=1C(=C(C=C(C1)C(F)(F)F)O)C=1C=NC=2C(N1)=NN(C2)[C@H]2C[C@H](OCC2)C 3-methyl-2-(2-((2R,4R)-2-methyltetrahydro-2H-pyran-4-yl)-2H-pyrazolo[3,4-b]pyrazin-6-yl)-5-(trifluoromethyl)phenol